vinyl-tris(3-methyl-1-butyn-3-oxy)silane cobalt nickel copper manganese [Mn].[Cu].[Ni].[Co].C(=C)[Si](OC(C#C)(C)C)(OC(C#C)(C)C)OC(C#C)(C)C